N,N-bis(4-methoxybenzyl)-4,5,6,7-tetrahydropyrazolo[1,5-a]pyrazine-2-carboxamide COC1=CC=C(CN(C(=O)C2=NN3C(CNCC3)=C2)CC2=CC=C(C=C2)OC)C=C1